BrC=1C=CC(=NC1)C(CCS(=O)(=N)CC[C@@H](C(=O)OC(C)(C)C)NC(=O)OC(C)(C)C)(C(F)(F)F)O tert-butyl (2s)-4-(3-(5-bromopyridin-2-yl)-4,4,4-trifluoro-3-hydroxybutylsulfonimidoyl)-2-((tert-butoxycarbonyl)amino)butanoate